(1R,3S)-3-(3-{[(3,5-difluorophenyl)acetyl]-amino}-1H-pyrazol-5-yl)cyclopentyl [(2ξ)-2-(hydroxymethyl)butyl]-carbamate OCC(CNC(O[C@H]1C[C@H](CC1)C1=CC(=NN1)NC(CC1=CC(=CC(=C1)F)F)=O)=O)CC